tert-butyl (4-hydroxy-2-phenyl-5,6,7,8-tetrahydro-quinazolin-6-yl)carbamate OC1=NC(=NC=2CCC(CC12)NC(OC(C)(C)C)=O)C1=CC=CC=C1